3-Isopropylmalic acid C(C)(C)C(C(C(=O)O)O)C(=O)O